N-(3-(5-methyl-1,2,4-oxadiazol-3-yl)-6,7-dihydro-5H-cyclopenta[b]pyridin-7-yl)benzamide CC1=NC(=NO1)C=1C=C2C(=NC1)C(CC2)NC(C2=CC=CC=C2)=O